6-(BENZYLTHIO)-1-(5-FLUORO-2-METHOXY-4-((1R,2R)-2-(TRIFLUOROMETHYL)CYCLOPROPYL)PHENYL)-4-HYDROXYQUINOLIN-2(1H)-ONE C(C1=CC=CC=C1)SC=1C=C2C(=CC(N(C2=CC1)C1=C(C=C(C(=C1)F)[C@H]1[C@@H](C1)C(F)(F)F)OC)=O)O